C(C=CC)(=O)OCC(F)(F)F trifluoroethyl butenoate